N-((7R)-2-Cyano-2-azabicyclo[2.2.1]heptan-7-yl)-5-(4-(4-fluorophenoxy)pyridin-3-yl)-1H-pyrazol-3-carboxamid C(#N)N1C2CCC(C1)[C@H]2NC(=O)C2=NNC(=C2)C=2C=NC=CC2OC2=CC=C(C=C2)F